FC(C=1C=C(C=CC1)NC1=NC(=NC(=N1)N1CCOCC1)OC1=CC(=CC=C1)C#N)(F)F N-(3-(trifluoromethyl)phenyl)-4-morpholinyl-6-(3-cyanophenoxy)-[1,3,5]triazin-2-amine